FC(C1=NN(C=C1S(=O)(=O)C1(CCC1)C1CCN(CC1)C(=O)NC1=CN=NC=C1)C)F 4-(1-((3-(difluoro-methyl)-1-methyl-1H-pyrazol-4-yl)sulfonyl)cyclobutyl)-N-(pyridazin-4-yl)piperidine-1-carboxamide